(S)-1-(5-((4-(cyclopropanecarbonyl)-3-methylpiperazin-1-yl)methyl)pyrazolo[1,5-a]pyridin-3-yl)dihydropyrimidine-2,4(1H,3H)-dione C1(CC1)C(=O)N1[C@H](CN(CC1)CC1=CC=2N(C=C1)N=CC2N2C(NC(CC2)=O)=O)C